1H-pyrrolo[3,2-c]pyridine-4-carboxylic acid N1C=CC=2C(=NC=CC21)C(=O)O